(R)-3-amino-1-(2-((6-amino-9H-purin-9-yl)methyl)-4-chloro-3-((difluoromethoxy)methyl)phenyl)-N-cyclopropylpyrrolidin-3-carboxamide N[C@]1(CN(CC1)C1=C(C(=C(C=C1)Cl)COC(F)F)CN1C2=NC=NC(=C2N=C1)N)C(=O)NC1CC1